2-fluoro-N-methyl-4-[7-(quinolin-6-ylmethyl)imidazo[1,2-b][1,2,4]triazin-2-yl]benzamide dihydrochloric acid salt Cl.Cl.FC1=C(C(=O)NC)C=CC(=C1)C=1C=NC=2N(N1)C(=CN2)CC=2C=C1C=CC=NC1=CC2